N[C@H](C1=CC(=CS1)C(=N)N)C1CC1 (S)-5-(amino(cyclopropyl)methyl)thiophene-3-carboxamidine